4-Nitrostyrylquinoline [N+](=O)([O-])C1=CC=C(C=CC2=NC3=CC=CC=C3C=C2)C=C1